C(C(=C)C)(=O)OCCC[Si](O[SiH](C)C)(O[SiH](C)C)O[SiH](C)C 3-methacryloxypropyl-tris-(dimethylsilyloxy)silane